7-bromo-2-oxoheptanoic acid BrCCCCCC(C(=O)O)=O